(Z)-5-(2-(2-(2,6-dichlorophenyl)hydrazineylidene)ethylidene)-2,2-dimethyl-1,3-dioxane-4,6-dione ClC1=C(C(=CC=C1)Cl)N\N=C/C=C1C(OC(OC1=O)(C)C)=O